(R)-N-[(1S)-1-(3-bromophenyl)but-3-en-1-yl]2-methylpropane-2-sulfinamide BrC=1C=C(C=CC1)[C@H](CC=C)N[S@](=O)C(C)(C)C